N=1N=CN2C1C=C(C=C2)C(C(=O)OC)(C)C methyl 2-([1,2,4]triazolo[4,3-a]pyridin-7-yl)-2-methylpropanoate